ClC1=CC2=C(N(C=N2)CCC[C@H]2NCCC[C@@H]2O)C(=C1)C1=CSC=C1C (2R,3S)-2-(3-(5-chloro-7-(4-methylthiophen-3-yl)-1H-benzo[d]imidazol-1-yl)propyl)piperidin-3-ol